C=1OC=CC=2C1N=C1C=CC=CC21 pyrano[3,4-b]indole